1,1-bis(3,4-dimethyl-phenyl)ethane 3-chlorobenzyl-((2S)-1-((3-(5-benzyl-2-oxopyrrolidin-3-yl)-1-(diethoxyphosphoryl)-1-hydroxypropan-2-yl)amino)-3-cyclohexyl-1-oxopropan-2-yl)carbamate ClC=1C=C(CN(C(O)=O)[C@H](C(=O)NC(C(O)P(=O)(OCC)OCC)CC2C(NC(C2)CC2=CC=CC=C2)=O)CC2CCCCC2)C=CC1.CC=1C=C(C=CC1C)C(C)C1=CC(=C(C=C1)C)C